5-acetoxy-N,N-dipropyltryptamine C(C)(=O)OC1=CC=C2NC=C(CCN(CCC)CCC)C2=C1